2-(2-bromoethoxy)-1,4-difluorobenzene BrCCOC1=C(C=CC(=C1)F)F